C12CCCC2C1C(=O)N Bicyclo[3.1.0]Hexane-6-carboxamide